NC=1C=2N(C=CN1)C(=NC2C2=CC(=C(C=C2)NC(OC(C)(C)C)=O)OC)C2CN(CCC2)C(C(O)CO)(C)C tert-Butyl (4-(8-amino-3-(1-(dimethylglyceryl)piperidin-3-yl)imidazo[1,5-a]pyrazin-1-yl)-2-methoxyphenyl)carbamate